C(C)(=O)OCCCCCCCCC=CC=CCC tetradeca-9,11-dien-1-yl acetate